1-((S)-4-(5-((R)-6',8'-dihydro-2H-spiro[benzofuran-3,9'-pyrido[3',2':4,5]imidazo[2,1-c][1,4]oxazin]-2'-yl)pyrimidin-2-yl)-2-methylpiperazin-1-yl)-2-hydroxyethanone N1=C(C=CC=2N=C3COC[C@@]4(N3C21)COC2=C4C=CC=C2)C=2C=NC(=NC2)N2C[C@@H](N(CC2)C(CO)=O)C